The molecule is the organic sodium salt of 4-phenylbutyric acid. A prodrug for phenylacetate, it is used to treat urea cycle disorders. It has a role as a prodrug, an EC 3.5.1.98 (histone deacetylase) inhibitor, a neuroprotective agent and an orphan drug. It contains a 4-phenylbutyrate. C1=CC=C(C=C1)CCCC(=O)[O-].[Na+]